C[N-]C.[Li+] lithium dimethyl-amide